benzyl (R)-(5-fluoro-1,1-dioxido-2,3-dihydrothiophen-3-yl)carbamate FC1=C[C@H](CS1(=O)=O)NC(OCC1=CC=CC=C1)=O